ClC=1C=C(C(=NC1)NC1=NC(=C2C(=N1)NN=C2I)C)F N-(5-chloro-3-fluoropyridin-2-yl)-3-iodo-4-methyl-1H-pyrazolo[3,4-d]pyrimidin-6-amine